OC=1C(=C(OCC=2C=C(C=CC2)CN2CCN(CC2)C(=O)OCC[Si](C)(C)C)C=CC1)[N+](=O)[O-] 2-(Trimethylsilyl)ethyl 4-({3-[(3-hydroxy-2-nitrophenoxy)methyl]phenyl}methyl)-piperazine-1-carboxylate